IN1C(N(C(N(C1=O)I)=O)I)=O.[Na] sodium triiodoisocyanuric acid